(2R,5R,10S)-9-bromo-10-methyl-2,3,4,5-tetrahydro-2,5-methanopyrido[3,4-f][1,4]oxazepine BrC1=CN=CC=2[C@@H]3NC[C@H](OC21)[C@H]3C